ribosyl-arginine C1([C@H](O)[C@H](O)[C@H](O1)CO)N[C@@H](CCCNC(N)=N)C(=O)O